C1(CCC(=CC1)C(=C)C)=C p-menthene-1(7),8-diene